FC1=C(C=C(C(=O)N(C)OC)C=C1)C(F)(F)F 4-Fluoro-N-methoxy-N-methyl-3-(trifluoromethyl)benzamide